4-(4-aminophenoxy)-3-isopropylbenzenamine NC1=CC=C(OC2=C(C=C(C=C2)N)C(C)C)C=C1